Butyl (3R)-3-[(1S)-1-[(3-bromophenyl)methyl]-2-methoxy-2-oxo-ethyl]pyrrolidine-1-carboxylate BrC=1C=C(C=CC1)C[C@H](C(=O)OC)[C@@H]1CN(CC1)C(=O)OCCCC